(2S,4R)-N-[(S)-(4-cyclopropyl-3-fluorophenyl)(phenyl)methyl]-4-fluoro-1-[2-(1-oxo-2,3-dihydro-1H-isoindol-2-yl)acetyl]pyrrolidine-2-carboxamide C1(CC1)C1=C(C=C(C=C1)[C@@H](NC(=O)[C@H]1N(C[C@@H](C1)F)C(CN1C(C2=CC=CC=C2C1)=O)=O)C1=CC=CC=C1)F